1-pyrrolidinoethanol N1(CCCC1)C(C)O